N-(4-(chlorodifluoromethoxy)phenyl)-2-oxo-4-(1H-pyrazol-5-yl)-2',3',5',6'-tetrahydrospiro[indoline-3,4'-pyran]-6-carboxamide ClC(OC1=CC=C(C=C1)NC(=O)C1=CC(=C2C(=C1)NC(C21CCOCC1)=O)C1=CC=NN1)(F)F